6-fluoro-1-((3-fluoropyridin-2-yl)methyl)-1H-indole-2-carbaldehyde FC1=CC=C2C=C(N(C2=C1)CC1=NC=CC=C1F)C=O